(1S,2R,3R,4S,6R)-4,6-Diamino-3-[(2R,3R,6S)-3-amino-6-[(1R)-1-aminoethyl]tetrahydropyran-2-yl]oxy-cyclohexane-1,2-diol N[C@@H]1[C@H]([C@@H]([C@H]([C@@H](C1)N)O)O)O[C@H]1O[C@@H](CC[C@H]1N)[C@@H](C)N